COC(=O)C=1SC(=CC1)S(=O)C 5-methylsulfinylthiophene-2-carboxylic acid methyl ester